[Br-].C(CCCCCCCCCCCCCCCCCCC)C(C[NH+](CCO)CCO)(O)CCCCCCCCCCCCCCCCCCCC dicosyl-tris(hydroxyethyl)ammonium bromide